Trans-1-(2-(difluoromethyl)cyclopropyl)-N-[(5-phenyl-1,3,4-thiadiazol-2-yl)methyl]-1H-1,2,3-triazole-4-carboxamide FC([C@H]1[C@@H](C1)N1N=NC(=C1)C(=O)NCC=1SC(=NN1)C1=CC=CC=C1)F